2-[3-oxo-6-(2-propen-1-yloxy)-3H-xanthen-9-yl]benzoic acid O=C1C=CC2=C(C3=CC=C(C=C3OC2=C1)OCC=C)C1=C(C(=O)O)C=CC=C1